Cl.CN(C)C(CCCCC)Cl N,N-dimethylaminochlorohexane hydrochloride